[Si](C1=CC=CC=C1)(C1=CC=CC=C1)(C(C)(C)C)OCC1CCC(CC1)OC[C@](C)([2H])NC(OC(C)(C)C)=O tert-butyl N-[(1R)-2-[4-[[tert-butyl(diphenyl)silyl]oxymethyl]cyclohexoxy]-1-deuterio-1-methyl-ethyl]carbamate